N-[3-({[2-({3-[(2-methylpyrrolidin-1-yl)carbonyl]phenyl}amino)-5-(trifluoromethyl)pyrimidin-4-yl]amino}methyl)pyridin-2-yl]methanesulfonamide CC1N(CCC1)C(=O)C=1C=C(C=CC1)NC1=NC=C(C(=N1)NCC=1C(=NC=CC1)NS(=O)(=O)C)C(F)(F)F